NC12CCC(C1)(C2)C2=NC1=CC=CC=C1C(N2)=O 2-(4-aminobicyclo[2.1.1]hexan-1-yl)quinazolin-4(3H)-one